[N+](=O)([O-])C1=CC=C(C=C1)S(=O)(=O)NS(=NC(C)(CC(C)(C)C)C)C=C 4-Nitro-N-(N-(2,4,4-trimethylpentan-2-yl)-S-vinylsulfinimidoyl)benzenesulfonamide